C(C)(C)N1CCC(CC1)NC1=NC(=NC2=CC(=C(C=C12)OC)C#CCCN1CCCCC1)N1CCN(CC1)C N-(1-isopropylpiperidine-4-yl)-6-methoxy-2-(4-methylpiperazin-1-yl)-7-(4-(piperidine-1-yl)but-1-yn-1-yl)quinazolin-4-amine